CC=1C(=NC(=NC1)NC1=CC=C2CCC(NC2=C1)=O)NN1C(OC2=C1C=CC=C2)=O (5-methyl-2-(2-oxo-1,2,3,4-tetrahydroquinolin-7-ylamino)pyrimidin-4-ylamino)benzo[d]oxazol-2(3H)-one